FC1=C(C=C(C=C1)C=1C=NC=CC1C)O 2-Fluoro-5-(4-methylpyridin-3-yl)phenol